BrCC=C 3-Bromopropen